tert-butyl N-[2-[methoxy(methyl)amino]-2-oxo-ethyl]carbamate CON(C(CNC(OC(C)(C)C)=O)=O)C